BrC1=C2C=CN(C2=C(C(=C1CC=1C(=NC=CC1)C#N)F)F)[Si](C(C)C)(C(C)C)C(C)C ((4-Bromo-6,7-difluoro-1-(triisopropylsilyl)-1H-indol-5-yl)methyl)picolinonitrile